[Si].O1C(=O)C=CC2=CC=CC=C12 coumarin silicon